CC=1C(=C(C=CC1COC)C1=CC=C(C=C1)COC)C dimethyl-4,4'-bis(methoxymethyl)biphenyl